C(#N)C1=C(C(=O)[O-])C=CC(=C1)CC[C@@H]1OC(OC1)(C)C 2-cyano-4-[2-[(4S)-2,2-dimethyl-1,3-dioxolan-4-yl]ethyl]benzoate